4-methyl-N-(4-(2-pyridyl)benzyl)aniline CC1=CC=C(NCC2=CC=C(C=C2)C2=NC=CC=C2)C=C1